N-((3-fluoro-5-morpholinopyridin-2-yl)methyl)pentan-3-amine hydrochloride Cl.FC=1C(=NC=C(C1)N1CCOCC1)CNC(CC)CC